5,6-EpoxyEicosatetraenoic Acid C(C=CC=C1C(=CC=CCCCCCCCCCCC)O1)(=O)O